N-(propan-2-yloxy)propanamide CC(C)ONC(CC)=O